NC=1N=C(C2=C(N1)C=CN(C2=O)CC2=C(C=C(C=C2)C(=O)N2CCN(CC2)CCO)OC)NCCCC 2-amino-4-(butylamino)-6-(4-(4-(2-hydroxyethyl)piperazine-1-carbonyl)-2-methoxybenzyl)pyrido[4,3-d]pyrimidin-5(6H)-one